(3-amino-6-chloro-2-oxo-1H-quinolin-4-yl)boronic acid NC=1C(NC2=CC=C(C=C2C1B(O)O)Cl)=O